(R/S)-2-methyl-N-((R/S)-1-(3-(1,1,2,2-tetrafluoro-2-hydroxyethyl)phenyl)ethyl)propane-2-sulfinamide CC(C)(C)[S@@](=O)N[C@H](C)C1=CC(=CC=C1)C(C(O)(F)F)(F)F |r|